N1=C(N=CC=C1)N1N=CN=C1[C@H](C)NC(=O)NC1=CC(=C(C(=C1)Cl)Cl)Cl 1-[(1S)-1-(2-pyrimidin-2-yl-1,2,4-triazol-3-yl)ethyl]-3-(3,4,5-trichlorophenyl)urea